O1C(CCCC1)OC1=CC=C(C=C1)B(O)O (4-((tetrahydro-2H-pyran-2-yl)oxy)phenyl)boronic acid